C(C)C1CNC2=C(O1)N=CC(=C2C)NC2=C(C(NC=C2)=O)C(=O)NC2=CC=C(C=C2)N2CCN(CC2)C 4-((3-ethyl-8-methyl-2,3-dihydro-1H-pyrido[2,3-b][1,4]oxazin-7-yl)amino)-N-(4-(4-methyl-piperazin-1-yl)phenyl)-2-oxo-1,2-dihydropyridine-3-carboxamide